C(CCCCCCCCCCC(=O)OCC)(=O)OCC Diethyl 1,12-dodecanedioate